8-chloro-1'-(2,2-difluoroethyl)-6-(pyrimidin-4-ylamino)spiro[2H-imidazo[1,5-a]pyridine-3,4'-piperidine]-1,5-dione ClC1=C2N(C(C(=C1)NC1=NC=NC=C1)=O)C1(CCN(CC1)CC(F)F)NC2=O